1-(4-piperidin-1-ylphenyl)prop-2-en-1-one N1(CCCCC1)C1=CC=C(C=C1)C(C=C)=O